C1(CC1)C1=C(C(=NC=2N1C(N(N2)C([2H])([2H])[2H])=O)N2CCC(CC2)OC2=CC1=C(OC(C(O1)([2H])[2H])([2H])[2H])C=C2)C 5-cyclopropyl-7-(4-((2,3-dihydrobenzo[b][1,4]dioxin-6-yl-2,2,3,3-d4)oxy)piperidin-1-yl)-6-methyl-2-(methyl-d3)-[1,2,4]triazolo[4,3-a]pyrimidin-3(2H)-one